Cl.Cl.N(=NC(C(=N)N1CCCC1)(C)C)C(C(N1CCCC1)=N)(C)C azobis(1-imino-1-pyrrolidinyl-2-methylpropane) dihydrochloride